N-{2-methanesulfonyl-7-oxo-8-phenyl-5-[2-(triisopropylsilyl)ethynyl]pyrido[2,3-d]pyrimidin-6-yl}acetamide CS(=O)(=O)C=1N=CC2=C(N1)N(C(C(=C2C#C[Si](C(C)C)(C(C)C)C(C)C)NC(C)=O)=O)C2=CC=CC=C2